S(=O)(=O)(C1=CC=C(C)C=C1)NC(NC1=C(C=CC=C1)NS(=O)(=O)C1=CC=C(C=C1)Cl)=O N-(2-(3-Tosylureido)phenyl)-4-chlorobenzenesulfonamide